(2R,3S)-3-((2-(7-chloro-2-methoxyquinoxalin-5-yl)-5-fluorobenzo[d]thiazol-6-yl)oxy)butan-2-yl (2-methylpyrimidin-5-yl)carbamate CC1=NC=C(C=N1)NC(O[C@H](C)[C@H](C)OC1=CC2=C(N=C(S2)C2=C3N=CC(=NC3=CC(=C2)Cl)OC)C=C1F)=O